ClC1=CC=C(C=C1)[C@@H]1OCC(N([C@@H]1C1=CC=C(C=C1)Cl)[C@H](C(=O)OCC)C1CC1)=O (S)-ethyl 2-((2S,3R)-2,3-bis(4-chlorophenyl)-5-oxomorpholino)-2-cyclopropylacetate